NCCOC1=CC=2C=C3C(=NC2C=C1F)C1=CC2=C(C(N1C3)=O)COC([C@]2(O)CC)=O (S)-9-(2-aminoethoxy)-4-ethyl-8-fluoro-4-hydroxy-1H-pyrano[3',4':6,7]indolizino[1,2-b]quinoline-3,14(4H,12H)-dione